C1OCC12CN(C2)C2=CC=C(C=C2)[C@]21[C@](C=3C(=NC(=CC3O2)OC)OC)([C@@H]([C@@H]([C@H]1C1=CC=CC=C1)CN(C)C)O)O (5aR,6S,7S,8R,8aS)-5a-(4-(2-oxa-6-azaspiro[3.3]heptan-6-yl)phenyl)-7-((dimethylamino)methyl)-1,3-dimethoxy-6-phenyl-5a,6,7,8-tetrahydro-8aH-cyclopenta[4,5]furo[3,2-c]pyridine-8,8a-diol